ClC=1C=C(C=C(C1OC=1C2=C(C(NN1)=O)C(CC2)CC)Cl)N2N=C(C(NC2=O)=O)C#N 2-(3,5-dichloro-4-((7-ethyl-1-oxo-2,5,6,7-tetrahydro-1H-cyclopenta[d]pyridazin-4-yl)oxy)phenyl)-3,5-dioxo-2,3,4,5-tetrahydro-1,2,4-triazine-6-carbonitrile